COC1CC(C1)(C1=NN=CN1C)C=1C=C(C=C(C1)NC)N1C(C2=CC(=CC(=C2C1)C(F)(F)F)CNC1(CCC1)C)=O 2-(3-((1r,3r)-3-methoxy-1-(4-methyl-4H-1,2,4-triazol-3-yl)cyclobutyl)-5-(methylamino)phenyl)-6-(((1-methylcyclobutyl)amino)methyl)-4-(trifluoromethyl)isoindolin-1-one